C1(CC1)C=1C=CC(=NC1CC1=CC=C(C=C1)F)C(=O)NC(CCOCCOCCOCCNC=O)(C(=O)[O-])CC 14-(5-cyclopropyl-6-(4-fluorobenzyl)picolinamido)-14-ethyl-1-oxo-5,8,11-trioxa-2-azapentadecan-15-oate